N(=[N+]=[N-])[C@@H]1[C@H]([C@@H](SC=2C(=NC=C(C2)Br)Br)O[C@@H]([C@@H]1O)CO)O 2,5-dibromopyridin-3-yl 3-azido-3-deoxy-1-thio-α-D-galactopyranoside